NC=1C(=NC(=CC1)OC)NC 3-Amino-2-methylamino-6-meth-oxypyridin